C(C)OC(=O)N(C1=C(C(=O)OCC)C=CC=C1)C ethyl 2-((ethoxycarbonyl)(methyl)amino)benzoate